(Z)-1-(3-(benzofuran-7-yl)-4-oxothiazolidine-2-ylidene)-3-(2-methyl-4-(1-(4-(perfluoroethoxy)phenyl)-1H-1,2,4-triazol-3-yl)phenyl)urea O1C=CC2=C1C(=CC=C2)N2/C(/SCC2=O)=N/C(=O)NC2=C(C=C(C=C2)C2=NN(C=N2)C2=CC=C(C=C2)OC(C(F)(F)F)(F)F)C